methyl (S)-2-((tert-butoxycarbonyl)amino)-3-(4-chloropyridin-2-yl)propanoate C(C)(C)(C)OC(=O)N[C@H](C(=O)OC)CC1=NC=CC(=C1)Cl